Trans-1-(5-fluoro-6-[(5-methyl-1H-pyrazol-3-yl)amino]-2-{[cis-5-hydroxyadamantan-2-yl]amino}pyrimidin-4-yl)azetidin-3-ol FC=1C(=NC(=NC1NC1=NNC(=C1)C)NC1C2CC3CC(CC1C3)(C2)O)N2CC(C2)O